C(#N)C1=C2C(=CNC2=CC=C1)C(C(=O)N(C)C)=O 2-(4-cyano-1H-indol-3-yl)-N,N-dimethyl-2-oxoacetamide